1-pentyl heptyl ether C(CCCCCC)OCCCCC